methyl 3-(tert-butoxycarbonylamino)-2-[(4-ethynylbenzoyl)amino]-3-methylbutanoate C(C)(C)(C)OC(=O)NC(C(C(=O)OC)NC(C1=CC=C(C=C1)C#C)=O)(C)C